6-(3-Methyl-4-pyridyl)-4-(1H-pyrrolo[2,3-b]pyridin-4-yl)-1H-pyridin-2-one CC=1C=NC=CC1C1=CC(=CC(N1)=O)C1=C2C(=NC=C1)NC=C2